NC1=NC=2C=C(C(=CC2C2=C1C=NN2C)C(=O)N2C(CC(C2)(C)F)C2=C(C=CC=C2)F)Cl (4-amino-7-chloro-1-methyl-1H-pyrazolo[4,3-c]quinolin-8-yl)(4-fluoro-2-(2-fluorophenyl)-4-methylpyrrolidin-1-yl)methanone